6-fluoro-3-nitroquinolin-2(1H)-one FC=1C=C2C=C(C(NC2=CC1)=O)[N+](=O)[O-]